(8-Methyl-1,3,4,5-tetrahydropyrido[4,3-b]indol-2-yl)-[5-(trifluoromethyl)-2-furyl]-methanone CC1=CC=2C3=C(NC2C=C1)CCN(C3)C(=O)C=3OC(=CC3)C(F)(F)F